C(C(C)C)NC=1C2=C(N=CN1)C(=CS2)C N-isobutyl-7-methyl-thieno[3,2-d]pyrimidin-4-amine